2-(2-(benzyloxy)ethoxy)ethan-1-ol C(C1=CC=CC=C1)OCCOCCO